(+)-β-(3,4-dihydroxyphenyl)-lactic acid OC=1C=C(C=CC1O)CC(C(=O)O)O